{2-[{{2-[4-(acetyl-oxy)-1H-indol-3-yl]-ethyl}(ethyl)amino}-oxy]ethyl}dimethyl-azanium C(C)(=O)OC1=C2C(=CNC2=CC=C1)CCN(OCC[NH+](C)C)CC